C4-hydroxy-1-methyl-5-oxo-2,5-dihydro-1H-pyrrole-3-carboxylic acid OC1=C(CN(C1=O)C)C(=O)O